CNC(=O)C=1N=CN2C1C=CC=C2 1-(methylcarbamoyl)imidazo[1,5-a]pyridin